C(C)(C)(C)OC(=O)N1CCCC=C1 3,4-dihydropyridine-1(2H)-carboxylic acid tert-butyl ester